N=1C(OC=C2C1C=CC=C2)=O 3,1-benzoxazine-one